ClC1=NC=2N([C@@H](C(N(C2C=N1)C)=O)CC)C(C)C (7R)-2-chloro-7-ethyl-8-isopropyl-5-methyl-7,8-dihydropteridin-6(5H)-one